[methyl-oxo-[1,2,2,7-tetrafluoro-3-oxo-indan-4-yl]-λ6-sulfanylidene]cyanamide CS(C1=C2C(C(C(C2=C(C=C1)F)F)(F)F)=O)(=O)=NC#N